ClC=1C=CC(=C(CN(C(CC)=O)CCC2=CC=C(C=C2)S(NCC#C)(=O)=O)C1)OC N-(5-chloro-2-methoxybenzyl)-N-(4-(N-(prop-2-yn-1-yl)sulfamoyl)phenethyl)propionamide